methyl (S)-2-(4-(hydroxymethyl)tetrahydro-2H-pyran-4-carboxamido)-9-(5,6,7,8-tetrahydro-1,8-naphthyridin-2-yl)nonanoate OCC1(CCOCC1)C(=O)N[C@H](C(=O)OC)CCCCCCCC1=NC=2NCCCC2C=C1